CON(C(=O)C1CCC2=CC=CC(N12)=O)C N-methoxy-N-methyl-5-oxo-1,2,3,5-tetrahydroindolizine-3-carboxamide